1-(3,4-dihydroxyphenyl)-2-isopropylaminoethanolate OC=1C=C(C=CC1O)C(CNC(C)C)[O-]